Methyl (R)-2-(4-((6-(3-(2-ethoxyphenoxy)piperidin-1-yl)pyrazin-2-yl)carbamoyl)phenyl)acetate C(C)OC1=C(O[C@H]2CN(CCC2)C2=CN=CC(=N2)NC(=O)C2=CC=C(C=C2)CC(=O)OC)C=CC=C1